O1C=C(C2=C1C=CC=C2)CC(C)N 1-(benzofuran-3-yl)propan-2-amine